FC1=CC=C(C=C1)NC(=O)C1(CC1)C(=O)NC1=CC=C(C=C1)OC=1C2=C(N=CN1)C=C(C=N2)OC N'-(4-fluorophenyl)-1-N-[4-(7-methoxypyrido[3,2-d]pyrimidin-4-yl)oxyphenyl]cyclopropane-1,1-dicarboxamide